C(C)(C)(C)C1=C(C(=CC(=C1)CS)C(C)(C)C)O 2,6-bis(tert-butyl)-4-(mercaptomethyl)phenol